BrC=1C=C(N(C1)CC)C(=O)OC methyl 4-bromo-1-ethylpyrrole-2-carboxylate